BrC1=CC=C(CCC2=NOC(=N2)CN2N=CC(=C(C2=O)Cl)CO)C=C1 2-((3-(4-bromophenethyl)-1,2,4-oxadiazol-5-yl)methyl)-4-chloro-5-(hydroxymethyl)pyridazin-3(2H)-one